1-[(4-chlorophenyl)methyl]-3-[4-(1-methanesulfonylpyrrolidin-3-yl)phenyl]urea ClC1=CC=C(C=C1)CNC(=O)NC1=CC=C(C=C1)C1CN(CC1)S(=O)(=O)C